[C@@H]12N(C[C@@H](NC1)C2)C=2C=CC=1N=CN=C(C1N2)NC2=C(C(=CC=C2)Cl)F 6-((1S,4S)-2,5-Diazabicyclo[2.2.1]heptan-2-yl)-N-(3-chloro-2-fluorophenyl)pyrido[3,2-d]pyrimidin-4-amine